NC1=NC=NN2C1=C(C=C2C=2C=NC(=C(C(=O)N[C@@H]1CN(C[C@@H]1F)C(=O)C1(COC(OC1)(C)C)C)C2)OC)C(F)(F)F 5-(4-amino-5-(trifluoromethyl)pyrrolo[2,1-f][1,2,4]triazin-7-yl)-N-((3R,4S)-4-fluoro-1-(2,2,5-trimethyl-1,3-dioxane-5-carbonyl)pyrrolidin-3-yl)-2-methoxynicotinamide